N-(3-Aminophenyl)sulfonyl-6-tert-butyl-2-(2,4,6-trimethylphenyl)pyridin-3-carboxamid NC=1C=C(C=CC1)S(=O)(=O)NC(=O)C=1C(=NC(=CC1)C(C)(C)C)C1=C(C=C(C=C1C)C)C